C1(=CC=CC=C1)C1=NOC(=C1)CO\N=C(/C)\C1=CC(=C(C=C1)OC)OC (E)-1-(3,4-dimethoxyphenyl)ethan-1-one O-((3-phenylisoxazol-5-yl)methyl) oxime